NC=1C=CC(=C(C1)C(C1C(N(CC1)C(=O)OC(C)(C)C)=O)NSC(C)(C)C)F tert-butyl 3-((5-amino-2-fluorophenyl) ((tert-butylthio) amino) methyl)-2-oxopyrrolidine-1-carboxylate